3-(4-methyl-piperazin-1-yl)-propionic acid CN1CCN(CC1)CCC(=O)O